n-propylbenzene-d5 C(CC)C1=C(C(=C(C(=C1[2H])[2H])[2H])[2H])[2H]